C(C1=CC=CC=C1)NC1=NC(=NC2=CC(=CC=C12)C1O[C@@H]([C@H]([C@]1(O)C)O)CO)Cl (3R,4R,5R)-2-[4-(benzylamino)-2-chloroquinazolin-7-yl]-5-(hydroxymethyl)-3-methyloxolane-3,4-diol